C12(CC3CC(CC(C1)C3)C2)NCCC2=CC=C(CSC3=C1C(N(C(C1=CC(=C3)F)=O)C3C(NC(CC3)=O)=O)=O)C=C2 4-((4-(2-((adamantan-1-yl)amino)ethyl)benzyl)thio)-2-(2,6-dioxopiperidin-3-yl)-6-fluoroisoindoline-1,3-dione